2-(cyclohexyloxy)-5-nitropyridine C1(CCCCC1)OC1=NC=C(C=C1)[N+](=O)[O-]